(2S,4R)-4-(difluoromethoxy)-1-[2-[3-(2,4-difluorophenyl)-5-oxo-7H-pyrrolo[3,4-b]pyridin-6-yl]acetyl]pyrrolidine-2-carboxylic acid FC(O[C@@H]1C[C@H](N(C1)C(CN1CC2=NC=C(C=C2C1=O)C1=C(C=C(C=C1)F)F)=O)C(=O)O)F